(R)-7-(5-chloro-3-methyl-2-((1-methyl-1H-pyrazol-5-yl)amino)pyridin-4-yl)-2-(5-fluoro-2-(hydroxymethyl)benzyl)-3-(methoxymethyl)-3,4-dihydropyrrolo[1,2-a]pyrazine ClC=1C(=C(C(=NC1)NC1=CC=NN1C)C)C=1C=C2N(C[C@@H](N(C2)CC2=C(C=CC(=C2)F)CO)COC)C1